CC1(C=CC(C1)CC(=O)OCC)C ethyl (4,4-dimethyl-2-cyclopentenyl)acetate